OC(CCOC1=NC(=NC(=C1C)C1=C(C=CC=C1)C)NS(=O)(=O)C=1C=NN(C1)C)(C)C N-[4-(3-hydroxy-3-methyl-butoxy)-5-methyl-6-(o-tolyl)pyrimidin-2-yl]-1-methyl-pyrazole-4-sulfonamide